NC1=NC=CC(=C1)C=1OC=C(N1)C(=O)NC=1C(=CC2=C(CC(O2)(C)C)C1)N1CCC(CC1)CC#N 2-(2-Aminopyridin-4-yl)-N-(6-(4-(cyanomethyl)piperidin-1-yl)-2,2-dimethyl-2,3-dihydrobenzofuran-5-yl)oxazole-4-carboxylic acid amide